4-(3-(5-(difluoromethyl)-1,3,4-thiadiazol-2-yl)-6-(N-(1-methylcyclopropyl)sulfamoyl)indolizin-8-yl)-N,N-dimethylpiperazine-1-carboxamide FC(C1=NN=C(S1)C1=CC=C2C(=CC(=CN12)S(NC1(CC1)C)(=O)=O)N1CCN(CC1)C(=O)N(C)C)F